OC(C(=O)O)CC(=O)O (hydroxy)succinic acid